cumenyl-iron hexafluorophosphate F[P-](F)(F)(F)(F)F.C1(=C(C=CC=C1)[Fe+])C(C)C